tert-Butyl (2-((5-bromo-3-nitropyridin-2-yl)oxy)ethyl)(2,2-difluoroethyl)carbamate BrC=1C=C(C(=NC1)OCCN(C(OC(C)(C)C)=O)CC(F)F)[N+](=O)[O-]